O=C1NN=C(C2=CC=CC=C12)CCCCCCC(=O)NN 7-(4-oxo-3,4-dihydro-phthalazin-1-yl)heptanoyl-hydrazine